C(C=C)(=O)SCCSC=1SC(=NN1)SCC 2-Acryloylthioethylthio-5-ethylthio-1,3,4-thiadiazole